(Z)-6-Octadecenoic acid C(CCCC\C=C/CCCCCCCCCCC)(=O)O